dihydropyrimido[4,5-d]pyrimidin N1CN=CC=2C1=NC=NC2